CS(=O)(=O)C1=C(C(=O)OC2=CC(=NN2C)C)C=CC(=C1)C(F)(F)F 1,3-dimethylpyrazol-5-yl 2-methanesulfonyl-4-trifluoromethylbenzoate